C(C)C1=CC=C(NC1=O)C1CN(CC1)C1CCN(CC1)C=1C=CC(=NC1F)C(=O)NC 5-(4-(3-(5-ethyl-6-oxo-1,6-dihydropyridin-2-yl)pyrrolidin-1-yl)piperidin-1-yl)-6-fluoro-N-methylpicolinamide